(6'-hydroxy-8'-oxo-8'H-spiro[cycloheptane-1,5'-indolizine]-7'-carbonyl)glycine OC=1C2(N3C=CC=C3C(C1C(=O)NCC(=O)O)=O)CCCCCC2